ClC1=C(C=CC(=C1)NCC=1SC(=CC1)Cl)NC(CC(C)(C)C)=O N-{2-Chloro-4-[(5-chloro-thiophen-2-ylmethyl)-amino]-phenyl}-3,3-dimethylbutyramide